4,4-Difluoro-N-{4-[3-(2-fluoroanilino)-5,6-dimethyl-4-oxo-4,5-dihydro-1H-pyrrolo[3,2-c]pyridin-2-yl]pyridin-2-yl}-2-(4-fluorophenyl)butanamid FC(CC(C(=O)NC1=NC=CC(=C1)C1=C(C=2C(N(C(=CC2N1)C)C)=O)NC1=C(C=CC=C1)F)C1=CC=C(C=C1)F)F